(S)-1-((7-cyano-2-(2,2'-dimethyl-3'-(4,5,6,7-tetrahydrothiazolo[5,4-c]pyridin-2-yl)-[1,1'-biphenyl]-3-yl)benzo[d]oxazol-5-yl)methyl)pyrrolidine-3-carboxylic acid C(#N)C1=CC(=CC=2N=C(OC21)C=2C(=C(C=CC2)C2=C(C(=CC=C2)C=2SC=1CNCCC1N2)C)C)CN2C[C@H](CC2)C(=O)O